7-(4-fluoro-3-(trifluoromethyl)phenyl)-2-(2-oxo-2-(pyrrolidin-1-yl)ethyl)isoquinolin-1(2H)-one FC1=C(C=C(C=C1)C1=CC=C2C=CN(C(C2=C1)=O)CC(N1CCCC1)=O)C(F)(F)F